CO[Si](C1=CC=C(C=C1)C)(OC)OC trimethoxy(p-tolyl)silane